sodium methylene bis(methylsulphonate) CS(=O)(=O)OCOS(=O)(=O)C.[Na]